2,3,6-naphthalenetricarboxylic acid C1=C(C(=CC2=CC(=CC=C12)C(=O)O)C(=O)O)C(=O)O